ethyl 3-(7-chloro-8-fluoroimidazo[1,5-a]pyridin-1-yl)acrylate ClC1=C(C=2N(C=C1)C=NC2C=CC(=O)OCC)F